CN1N=NC(=C1NC(O[C@H](C)C1=C(C(=CC=C1)F)F)=O)C1=NC(=C(C=C1)NS(=O)(=O)C)C (R)-1-(2,3-difluorophenyl)ethyl (1-methyl-4-(6-methyl-5-(methylsulfonamido)pyridin-2-yl)-1H-1,2,3-triazol-5-yl)carbamate